C(C)N1C(NC2=C(C1=O)SC(=C2)CN2CC1N(C3=C(OC1)N=C(C=C3)C(=O)NC)CC2)=O 3-((3-ethyl-2,4-dioxo-1,2,3,4-tetrahydrothieno[3,2-d]pyrimidin-6-yl)methyl)-N-methyl-1,2,3,4,4a,5-hexahydropyrazino[1,2-d]pyrido[2,3-b][1,4]oxazine-8-carboxamide